(neopentyl-cyclopentadienyl)zirconium triethoxide [O-]CC.[O-]CC.[O-]CC.C(C(C)(C)C)C1(C=CC=C1)[Zr+3]